2-[2-(2-methoxymethyloxy-3-methyl-5-isopropylphenyl)-2-(3-ethylphenyl)-vinyl]-N-methylpiperidine COCOC1=C(C=C(C=C1C)C(C)C)C(=CC1N(CCCC1)C)C1=CC(=CC=C1)CC